C(C)(=O)NC(C(=O)O)C[C@@H](CCCCC)C (4R)-2-acetamido-4-methylnonanoic acid